tert-butyl 4-(3-(trifluoromethoxy) phenyl)-2,3-dihydro-1H-pyrrole-1-carboxylate FC(OC=1C=C(C=CC1)C=1CCN(C1)C(=O)OC(C)(C)C)(F)F